p-toluenesulfonic acid, anhydride CC1=CC=C(C=C1)S(=O)(=O)OS(=O)(=O)C1=CC=C(C)C=C1